CC1=CC(=NN1C(C)C)C=1CC=NCC1 4-(5-methyl-1-isopropyl-1H-pyrazol-3-yl)-3,6-dihydropyridine